(5-Chloro-1-methyl-3-(5-methylisoxazol-3-yl)-1H-pyrazol-4-yl)(2-((3,3-dimethylbutyl)amino)-7-azaspiro[3.5]nonan-7-yl)methanone ClC1=C(C(=NN1C)C1=NOC(=C1)C)C(=O)N1CCC2(CC(C2)NCCC(C)(C)C)CC1